imidazolium hydrogensulfate S(=O)(=O)(O)[O-].N1C=[NH+]C=C1